5-((1R,5S)-3-oxa-8-azabicyclo[3.2.1]oct-8-yl)-2-methoxy-N-(3-phenylpropyl)-1H-benzo[d]imidazole-1-carboxamide [C@H]12COC[C@H](CC1)N2C2=CC1=C(N(C(=N1)OC)C(=O)NCCCC1=CC=CC=C1)C=C2